gamma-hydroxybutyrate magnesium salt [Mg+2].OCCCC(=O)[O-].OCCCC(=O)[O-]